C1(O)C(O)(C=CC(=C1)S(=O)(=O)[O-])S(=O)(=O)[O-] Catechol-2,5-disulfonate